1-(4-(3-chloro-2-methylphenyl)piperazin-1-yl)-2-(3-(3,4-dimethylpiperazine-1-carbonyl)-5,5-difluoro-4,5,6,7-tetrahydro-1H-indazol-1-yl)ethan-1-one ClC=1C(=C(C=CC1)N1CCN(CC1)C(CN1N=C(C=2CC(CCC12)(F)F)C(=O)N1CC(N(CC1)C)C)=O)C